5'-(4-Amino-3-(dimethylcarbamoyl)-2-fluorophenyl)-4'-chloro-1',2'-dihydrospiro[cyclobutane-1,3'-pyrrolo[2,3-b]pyridine]-3-carboxamide NC1=C(C(=C(C=C1)C=1C(=C2C(=NC1)NCC21CC(C1)C(=O)N)Cl)F)C(N(C)C)=O